octadecyl (4-nitrophenyl) carbonate C(OCCCCCCCCCCCCCCCCCC)(OC1=CC=C(C=C1)[N+](=O)[O-])=O